5-Hydroxytetradecanoic acid OC(CCCC(=O)O)CCCCCCCCC